NC=1C=2N(C=C(N1)C=1C(=C(C#N)C=CC1)F)N=C(N2)CC2=C(C=CC=C2C=2C=NN(C2)[C@@H]2C[C@H](C2)NC)F 3-(8-amino-2-(2-fluoro-6-(1-((trans)-3-(methylamino)cyclobutyl)-1H-pyrazol-4-yl)benzyl)-[1,2,4]triazolo[1,5-a]pyrazin-6-yl)-2-fluorobenzonitrile